Benzyl 3-(methyl ((2-(trimethylsilyl) ethoxy) carbonyl) amino)-4-morpholino-4-oxobutyrate CN(C(CC(=O)OCC1=CC=CC=C1)C(=O)N1CCOCC1)C(=O)OCC[Si](C)(C)C